(1',2-dihydroxy-[1,2'-binaphthalen]-4'-yl)-4-methoxybenzenesulfonamide OC1=C(C=C(C2=CC=CC=C12)C1=C(C=CC(=C1)OC)S(=O)(=O)N)C1=C(C=CC2=CC=CC=C12)O